bis[4-isocyanatocyclohexyl]Methane N(=C=O)C1CCC(CC1)CC1CCC(CC1)N=C=O